6-chloro-4-{4-[(3-fluorophenyl)methyl]piperazin-1-yl}-1-methyl-2-oxo-1,2-dihydro-1,5-naphthyridine-3-carbonitrile ClC=1N=C2C(=C(C(N(C2=CC1)C)=O)C#N)N1CCN(CC1)CC1=CC(=CC=C1)F